(R)-2-((R)-7-chloroisochroman-1-yl)pyrrolidine ClC1=CC=C2CCO[C@H](C2=C1)[C@@H]1NCCC1